C[C@H](CCC(=O)NCC(=O)[O-])[C@H]1CC[C@@H]2[C@@]1([C@H](C[C@H]3[C@H]2C(=O)C[C@H]4[C@@]3(CC[C@H](C4)O)C)O)C The molecule is a cholanic acid conjugate anion that is the conjugate base of 7-oxoglycodeoxycholic acid, obtained by deprotonation of the carboxy group; major species at pH 7.3. It is a cholanic acid conjugate anion and a N-acylglycinate. It is a conjugate base of a 7-oxoglycodeoxycholic acid.